2-[4-[5-chloro-4-[[1-methyl-3-[2-(methylamino)-2-oxo-ethoxy]-2-oxo-6-quinolyl]amino]pyrimidin-2-yl]piperazin-1-yl]acetic acid ClC=1C(=NC(=NC1)N1CCN(CC1)CC(=O)O)NC=1C=C2C=C(C(N(C2=CC1)C)=O)OCC(=O)NC